di(tert-butylphenyl) carbonate C(OC1=C(C=CC=C1)C(C)(C)C)(OC1=C(C=CC=C1)C(C)(C)C)=O